{4-[(3-acetylphenyl)diazenyl]phenyl}-3-[4-chloro-3-(trifluoromethyl)phenyl]urea C(C)(=O)C=1C=C(C=CC1)N=NC1=CC=C(C=C1)NC(=O)NC1=CC(=C(C=C1)Cl)C(F)(F)F